4-chloro-N'-(diphenylmethylene)butanoylhydrazine methyl-(2-amino-2-methylpropyl)(1-(3,5-dichlorophenyl)cyclopropyl)carbamate COC(N(C1(CC1)C1=CC(=CC(=C1)Cl)Cl)CC(C)(C)N)=O.ClC(CCC(=O)NN)=C(C1=CC=CC=C1)C1=CC=CC=C1